1-hydroxy-2-methyl-3-aminobenzene OC1=C(C(=CC=C1)N)C